4-(6-(3-oxo-7,9-diazabicyclo[3.3.1]nonan-7-yl)pyridin-3-yl)-2-(1-methyl-1H-pyrazol-4-yl)-1H-pyrrole O=C1CC2CN(CC(C1)N2)C2=CC=C(C=N2)C=2C=C(NC2)C=2C=NN(C2)C